C1=CC=CC=2C3=CC=CC=C3C(C12)CC(C1=C2C=CN(C2=CC=C1)CC1=CC=CC=C1)N(C(=O)OC(C(F)F)C=1N=C(OC1)C)CCOCCOCCOCCN 2,2-difluoro-1-(2-methyl-oxazol-4-yl)ethan-1-ol (9H-fluoren-9-yl)methyl-(2-(2-(2-(2-aminoethoxy)ethoxy)ethoxy)ethyl)((1-benzyl-1H-indol-4-yl)methyl)carbamate